C1(C=CC=C1)[Ti](C1=C(C(=CC=C1F)N1C=CC=C1)F)(C1=C(C(=CC=C1F)N1C=CC=C1)F)C1C=CC=C1 bis(cyclopentadienyl)-bis[2,6-difluoro-3-(pyrrol-1-yl)phenyl]titanium